OCC(C)=C 3-hydroxy-2-methylenepropane